(2S)-4-acetamido-2-amino-butanoic acid C(C)(=O)NCC[C@@H](C(=O)O)N